(2R,3R,4R,5S)-2-(hydroxymethyl)-5-((4-methoxy-6-(trifluoromethyl)pyrimidin-2-yl)amino)tetrahydro-2H-pyran OC[C@@H]1OC[C@H](CC1)NC1=NC(=CC(=N1)OC)C(F)(F)F